3-Butylheptyl 8-((8-(heptadecan-9-yloxy)-8-oxooctyl)(3-isobutyramidopropyl)amino)octanoate CCCCCCCCC(CCCCCCCC)OC(CCCCCCCN(CCCCCCCC(=O)OCCC(CCCC)CCCC)CCCNC(C(C)C)=O)=O